CC=1N(C(=CC1)C)C1=NC2=C(N1C)C=C(C=C2C2=C(N(N=C2)C)C2=C(C#N)C=CC=C2)C 2-[4-[2-(2,5-dimethylpyrrol-1-yl)-1,6-dimethyl-benzoimidazol-4-yl]-2-methyl-pyrazol-3-yl]benzonitrile